C(C=C)(=O)N1CC2C=3C(=NN(C3CCN2C(=O)[O-])C2=CC=C(C=C2)C(C)C)OC(C1)F 7-acryloyl-9-fluoro-2-(4-isopropylphenyl)-2,3,4,5a,6,7,8,9-octahydro-5H-10-oxa-1,2,5,7-tetraazacycloocta[cd]indene-5-carboxylate